ClC1=C(C#N)C=CC(=C1)[C@@H]1[C@H](C1)B1OC(C(O1)(C)C)(C)C 2-chloro-4-((1S,2S)-2-(4,4,5,5-tetramethyl-1,3,2-dioxaborolan-2-yl)cyclopropyl)benzonitrile